BrC=1C=C(C=2C(N(C3(C2C1)CC3)CC3=CC=C(C=C3)OC)C3=C(C=CC(=C3)F)Cl)N 6'-bromo-3'-(2-chloro-5-fluorophenyl)-2'-(4-methoxybenzyl)spiro[cyclopropane-1,1'-isoindol]-4'-amine